FC1=C(C=CC(=C1)C1=CN=NN1C)N1C(=NC(=C1)C1=NC(=NC=C1C(F)(F)F)NC1CCN(CC1)S(=O)(=O)C)C (1-(2-fluoro-4-(1-methyl-1H-1,2,3-triazol-5-yl)phenyl)-2-methyl-1H-imidazol-4-yl)-N-(1-(methylsulfonyl)piperidin-4-yl)-5-(trifluoromethyl)pyrimidin-2-amine